CCCCCC/C=C\\CCCCCCCCCC(=O)OC[C@H](COP(=O)([O-])OCC[N+](C)(C)C)OC(=O)CC/C=C\\C/C=C\\C/C=C\\C/C=C\\C/C=C\\C/C=C\\CC The molecule is a phosphatidylcholine 40:7 in which the acyl groups at C-1 and C-2 are (11Z)-octadecenoyl and (4Z,7Z,10Z,13Z,16Z,19Z)-docosahexaenoyl respectively. It has a role as a mouse metabolite. It derives from a cis-vaccenic acid and an all-cis-docosa-4,7,10,13,16,19-hexaenoic acid.